2-[acetyl-(4-fluorobenzyl)amino]-7-chloro-6-hydroxy-1-benzothiophene-3-carboxylic acid methyl ester COC(=O)C1=C(SC2=C1C=CC(=C2Cl)O)N(CC2=CC=C(C=C2)F)C(C)=O